heptamethyl-trisiloxane C[SiH](O[Si](O[Si](C)(C)C)(C)C)C